COC1=C(C=CC(=C1)N1CCC(CC1)N1CCN(CC1)C)NC1=NC(=NC(=C1)N1OCC[C@@H]1C1=CC=CC=C1)N (R)-N4-(2-methoxy-4-(4-(4-methylpiperazin-1-yl)piperidin-1-yl)phenyl)-6-(3-phenylisoxazolidin-2-yl)pyrimidine-2,4-diamine